C(C)OC(=O)C1=CN(C2=NC(=CC(=C2C1=O)C)Cl)C=1SC(=CN1)F 7-chloro-1-(5-fluoro-1,3-thiazol-2-yl)-5-methyl-4-oxo-1,4-dihydro-1,8-naphthyridine-3-carboxylic acid ethyl ester